2-bromo-1-[5-chloro-2-(difluoromethoxy)-3-pyridyl]ethanone BrCC(=O)C=1C(=NC=C(C1)Cl)OC(F)F